CC1(O[C@H]([C@@H](O1)C(=O)OCC)C1=CSC=C1)C (4R,5S)-ethyl 2,2-dimethyl-5-(thiophen-3-yl)-1,3-dioxolan-4-carboxylate